C1(CC1)C1=CC=C(C=N1)[C@@H]1COC=2C(=NC=C(C2)OC2=CC(=NC=C2)C=2C=NN(C2)C)O1 |r| (R/S)-3-(6-cyclopropylpyridin-3-yl)-7-((2-(1-methyl-1H-pyrazol-4-yl)pyridin-4-yl)oxy)-2,3-dihydro-[1,4]dioxino[2,3-b]pyridine